6-octadienyl-triethoxysilane C=CC=CCC(CC)[Si](OCC)(OCC)OCC